2-(3-(Azetidine-3-carbonyl)-1H-pyrrolo[2,3-c]pyridin-1-yl)-5-fluoro-N,N-diisopropylbenzamide N1CC(C1)C(=O)C1=CN(C2=CN=CC=C21)C2=C(C(=O)N(C(C)C)C(C)C)C=C(C=C2)F